BrC=1C=C2CC(N(CC2=C(C1)\C=N\[S@@](=O)C(C)(C)C)CC)=O (S,E)-N-((6-bromo-2-ethyl-3-oxo-1,2,3,4-tetrahydroisoquinoline-8-yl)methylene)-2-methylpropane-2-sulfinamide